4-amino-N-(4-((2-(2,6-dioxopiperidin-3-yl)-1,3-dioxoisoindolin-4-yl)amino)-cyclohexyl)-N-methylpiperidine-1-sulfonamide 2,2,2-trifluoroacetate FC(C(=O)O)(F)F.NC1CCN(CC1)S(=O)(=O)N(C)C1CCC(CC1)NC1=C2C(N(C(C2=CC=C1)=O)C1C(NC(CC1)=O)=O)=O